N[C@H](C(=O)O)CN(C1=CC=C(C=C1)C)C (S)-2-amino-3-(methyl(p-tolyl)amino)propanoic acid